CC(CCCCCCCCCC=CC)CCCCCCCCCCCCCC 13-Methyl-2-heptacosene